BrC1=C(C(=CC=C1C)F)NC(OC)=O methyl (2-bromo-6-fluoro-3-methylphenyl)carbamate